FC1=C(C(=C(C=C1)C1=CC=CC=C1)C1=NN=CN1C)N1C(C2=CC=CC(=C2C1)C(F)(F)F)=O 2-[4-Fluoro-2-(4-methyl-1,2,4-triazol-3-yl)-[1,1-biphenyl]-3-yl]-4-(trifluoromethyl)-3H-isoindol-1-one